(S)-5-(2-Fluorophenyl)-N-((S)-4-methyl-5-oxo-5,6,7,8-tetrahydro-4H-pyrazolo[1,5-a][1,3]diazepin-6-yl)-6,7-dihydro-5H-pyrrolo[1,2-b][1,2,4]triazol-2-carboxamid FC1=C(C=CC=C1)[C@@H]1CCC=2N1N=C(N2)C(=O)N[C@@H]2C(N(C=1N(CC2)N=CC1)C)=O